C1OCC12CCN(CC2)CC2=CC(=NC=C2)C=2C(=C1[C@H](N(C(C1=CC2)=O)[C@@H]2C(NC(CC2)=O)=O)C)F (S)-3-((R)-5-(4-((2-oxa-7-azaspiro[3.5]nonan-7-yl)methyl)pyridin-2-yl)-4-fluoro-3-methyl-1-oxoisoindolin-2-yl)piperidine-2,6-dione